CC1=CC=C2C(=N1)N(N=C2C2=NOC(N2)=O)C2=CC=C(C=C2)C(F)(F)F 3-(6-Methyl-1-(4-(trifluoromethyl)phenyl)-1H-pyrazolo[3,4-b]pyridin-3-yl)-1,2,4-oxadiazol-5(4H)-one